(2R,3S,5R)-3-(3,4-difluoro-2-methoxyphenyl)-5-methyl-N-(4-(sulfamoylamino)phenyl)-5-(trifluoromethyl)tetrahydrothiophene-2-carboxamide FC=1C(=C(C=CC1F)[C@H]1[C@@H](S[C@](C1)(C(F)(F)F)C)C(=O)NC1=CC=C(C=C1)NS(N)(=O)=O)OC